N,N-dimethyl-2-[5-[(2R,5S)-5-methyl-2-piperidyl]indazol-1-yl]ethanamine CN(CCN1N=CC2=CC(=CC=C12)[C@@H]1NC[C@H](CC1)C)C